4-(benzylamino)-3-chloro-1H-pyridazin-6-one C(C1=CC=CC=C1)NC=1C(=NNC(C1)=O)Cl